C(C)N(C(=O)NC=1C=C2C(=CNC2=CC1)C1CCN2CCCCC2CC1)C N-ethyl-N-methyl-N'-(3-(1-azabicyclo[5.4.0]undecan-4-yl)-1H-indol-5-yl)urea